1-(5-chloro-3-fluoropyridin-2-yl)ethan-1-one ClC=1C=C(C(=NC1)C(C)=O)F